FC(CN1C=NC(=C1C=1C=CC=2N(N1)C(=CN2)C#N)C2=CC(=CC=C2)S(=O)(=O)C)F 6-(1-(2,2-difluoroethyl)-4-(3-(methyl-sulfonyl)phenyl)-1H-imidazol-5-yl)imidazo[1,2-b]pyridazine-3-carbonitrile